(1r,4r)-4-(2-(2-Chloro-5-isopropyl-8-oxothieno[2',3':4,5]pyrrolo[1,2-d][1,2,4]triazin-7(8H)-yl)acetamido)cyclohexan ClC1=CC2=C(C=C3N2C(=NN(C3=O)CC(=O)NC3CCCCC3)C(C)C)S1